C(C)(C)(C)OC(=O)N1C[C@@H](NCC1)[C@@H](C)OC(C1=C(N=CC(=C1)C(F)(F)F)Cl)=O (R)-3-((R)-1-((2-chloro-5-(trifluoromethyl)nicotinoyl)oxy)ethyl)piperazine-1-carboxylic acid tert-butyl ester